(S)-2-(4-fluorophenyl)-6-methyl-3-(pyridin-4-yl)-6,7-dihydro-4H-pyrazolo[5,1-c][1,4]oxazine FC1=CC=C(C=C1)C1=NN2C(CO[C@H](C2)C)=C1C1=CC=NC=C1